CC=1N=C2N(N=C(C(=C2)C)N2CC=3C=C(C=NC3CC2)C2=NC=CN=C2)C(C1)=O 2,8-dimethyl-7-(3-(pyrazin-2-yl)-7,8-dihydro-1,6-naphthyridin-6(5H)-yl)-4H-pyrimido[1,2-b]pyridazin-4-one